[(3aS,4R,6aR)-4-[(6-bromo-3-pyridazinyl)oxy]hexahydrocyclopenta[c]pyrrol-2(1H)-yl][5-(2-fluoroethoxy)-2-thienyl]methanone BrC1=CC=C(N=N1)O[C@@H]1CC[C@H]2CN(C[C@H]21)C(=O)C=2SC(=CC2)OCCF